C(C1=CC=CC=C1)=NNC(C1=CC=C(C=C1)Cl)=O N'-benzylidene-4-chlorobenzhydrazide